C(C)(C)(C)C1=C(N=C(S1)C1C(CC1N1C(C2=CC=CC=C2C1=O)=O)(C(=O)N)Cl)Cl (5-tert-butyl-4-chloro-1,3-thiazol-2-yl)-1-chloro-3-(1,3-dioxo-2,3-dihydro-1H-isoindol-2-yl)cyclobutane-1-carboxamide